methyl-1-(7-(4-trifluoromethylphenyl)-6,7-dihydro-4H-thieno[3,2-c]pyran-4-yl)methylamine CNCC1OCC(C2=C1C=CS2)C2=CC=C(C=C2)C(F)(F)F